ClC1=CC=C(C=C1)C1=CC=C(O1)C(=O)N(CCNC)C 5-(4-chlorophenyl)-N-methyl-N-[2-(methylamino)ethyl]furan-2-carboxamide